1,1-di(tert-amyl-peroxy)-3,5-dimethylcyclohexane C(C)(C)(CC)OOC1(CC(CC(C1)C)C)OOC(C)(C)CC